N-(4-Chloro-3-methylphenyl)-N-methyl-1-(6-methyl-4-(trifluoromethyl)pyridin-2-yl)-2,3-dihydro-1H-pyrrolo[2,3-b]pyridine-2-carboxamide ClC1=C(C=C(C=C1)N(C(=O)C1CC=2C(=NC=CC2)N1C1=NC(=CC(=C1)C(F)(F)F)C)C)C